COC1(CN(CCC1)C[C@@H](C)[C@H]1CC[C@H]2\C(\CCC[C@]12C)=C\C=C\1/C([C@H](C[C@@H](C1)O)O)=C)C (1R,3S,Z)-5-(2-((1R,3aS,7aR,E)-1-((2S)-1-(3-methoxy-3-methylpiperidin-1-yl)propane-2-yl)-7a-methyloctahydro-4H-inden-4-ylidene)ethylidene)-4-methylenecyclohexane-1,3-diol